N-cyclobutyl-5-((1R,6S)-5-((7-ethyl-6-oxo-5,6-dihydro-1,5-naphthyridin-3-yl)methyl)-2,5-diazabicyclo[4.2.0]octan-2-yl)picolinamide C1(CCC1)NC(C1=NC=C(C=C1)N1[C@@H]2CC[C@@H]2N(CC1)CC=1C=NC=2C=C(C(NC2C1)=O)CC)=O